NC1=NC(=C(C=C1C=1C=C2CCNC(C2=CC1)=O)C1=CC=C(C=C1)N1C[C@@H]2[C@H](C1)CCO2)F 6-(2-amino-6-fluoro-5-(4-((3aS,6aS)-hexahydro-5H-furo[2,3-c]pyrrol-5-yl)phenyl)pyridin-3-yl)-3,4-dihydroisoquinolin-1(2H)-one